tert-Butyl 5-(2-aminoethyl)-2,2-dimethyl-pyrrolidine-1-carboxylate NCCC1CCC(N1C(=O)OC(C)(C)C)(C)C